N1C[C@H](CCCC1)NC1=NC=C(C(=N1)C1=CNC2=C(C(=CC=C12)OC)P(C)(C)=O)C(F)(F)F (S)-(3-(2-(azepan-3-ylamino)-5-(trifluoromethyl)pyrimidin-4-yl)-6-methoxy-1H-indol-7-yl)dimethylphosphine oxide